N-(4-chloro-2-methylphenyl)-2-(hydroxyimino)acetamide ClC1=CC(=C(C=C1)NC(C=NO)=O)C